C(#N)C=1C(=NN(C1)C)NC1CCC=2C=C(C=3C=C(N=CC3C21)C2CC2)S(=O)(=O)NCC(C)(C)F 9-[(4-cyano-1-methylpyrazol-3-yl)amino]-3-cyclopropyl-N-(2-fluoro-2-methylpropyl)-8,9-dihydro-7H-cyclopenta[h]isoquinoline-5-sulfonamide